CC(C)(C)[Si](OC[C@H]1S[C@H](CN(C1)C(C1=CC=CC=C1)(C1=CC=CC=C1)C1=CC=CC=C1)N1C(NC(C=C1)=O)=O)(C)C (1S)-1-[(2R,4S,6S)-6-[[1,1-dimethylethyl(dimethyl)silyl]oxymethyl]-4-(triphenylmethyl)thiomorpholin-2-yl]pyrimidine-2,4-dione